2-(4-(4-carboxyphenyl)phenyl)imidazo(4,5-f)(1,10)phenanthroline C(=O)(O)C1=CC=C(C=C1)C1=CC=C(C=C1)C=1NC=2C(=C3C=CC=NC3=C3N=CC=CC23)N1